C(C)OC(=O)C1=NC(=NN1C1CC1)Br bromo-1-cyclopropyl-1H-1,2,4-triazole-5-carboxylic acid ethyl ester